C1(=CC=CC=C1)S(=O)(=S)OC(F)F difluoromethyl thiobenzenesulfonate